(2S,4R)-4-hydroxy-1,2-pyrrolidinedicarboxylic acid tert-butyl ester C(C)(C)(C)OC(=O)N1[C@@H](C[C@H](C1)O)C(=O)O